C(C=C)(=O)OCCOC1=CC=CC=C1 2-(phenoxy)ethyl acrylate